FC1=C(C(=C(C(=C1N)F)F)F)N 2,4,5,6-tetrafluorobenzene-1,3-diamine